4-(1-((4,4-difluorocyclohexyl)methyl)-3-(difluoromethyl)-4-(trifluoromethyl)-1H-pyrazole-5-carboxamido)picolinamide FC1(CCC(CC1)CN1N=C(C(=C1C(=O)NC1=CC(=NC=C1)C(=O)N)C(F)(F)F)C(F)F)F